ClC=1C=NN(C1C1=NN2C(N(C(CC2)=O)CC2=CC(=C(C=C2)C=2N(C=C(N2)C(F)(F)F)CC)F)=C1)C(COC)C 2-(4-chloro-1-(1-methoxypropan-2-yl)-1H-pyrazol-5-yl)-4-(4-(1-ethyl-4-(trifluoromethyl)-1H-imidazol-2-yl)-3-fluorobenzyl)-6,7-dihydropyrazolo[1,5-a]pyrimidin-5(4H)-one